1-[4-fluoro-2-(2,2,2-trifluoroethoxy)phenyl]-N-[1-(oxan-4-yl)-1H-pyrazol-3-yl]-2-oxo-1,2-dihydropyridine-3-carboxamide FC1=CC(=C(C=C1)N1C(C(=CC=C1)C(=O)NC1=NN(C=C1)C1CCOCC1)=O)OCC(F)(F)F